BrC=1C=C(C(=O)NC2C(CCCC2)NC(C2=CC(=C(C(=C2)[N+](=O)[O-])F)Br)=O)C=C(C1F)[N+](=O)[O-] N,N'-bis(3-bromo-4-fluoro-5-nitrobenzoyl)cyclohexane-1,2-diamine